N[C@H]1CN(CCC1)[C@@H]1[C@H](C2=CC(=CC(=C2C1)C)Cl)OC1=C(C=CC=C1)F 4-[[(1s,2s)-2-[(3R)-3-aminopiperidin-1-yl]-6-chloro-4-methyl-2,3-dihydro-1H-inden-1-yl]oxy]-3-fluorobenzene